Methyl N-[5-[2-[(1-methylsulfonylpiperidin-4-yl)amino]-5-(trifluoromethyl)pyrimidin-4-yl]-1,3-thiazol-2-yl]carbamate CS(=O)(=O)N1CCC(CC1)NC1=NC=C(C(=N1)C1=CN=C(S1)NC(OC)=O)C(F)(F)F